3-(4-ACETYLPHENYL)sydnone C(C)(=O)C1=CC=C(C=C1)[N+]=1[N-]OC(C1)=O